COC1=CC2=C(NC(=N2)S(=O)CC2=NC=C(C(=C2C)OC)C)C=C1 5-methoxy-2-{[(4-methoxy-3,5-dimethyl-2-pyridyl)-methyl]-sulfinyl}-1H-benzimidazole